6-methylpiperazine-1,3-dicarboxylate CC1CNC(CN1C(=O)[O-])C(=O)[O-]